[Na+].[Na+].[Na+].[Na+].C(=O)([O-])C(CC(C(C(=O)[O-])(S(=O)(=O)[O-])CCCCCCCCCCCCCCCCCC)C(=O)N)C(=O)[O-] dicarboxyethyl-stearyl-sulfosuccinamic acid tetrasodium salt